C(N)(=N)NC(NC(N)=N)=O bis-guanyl-urea